5-(2-chlorophenoxy)-3-((4-fluorobenzyl)amino)-4H-benzo[e][1,2,4]thiadiazine 1,1-dioxide ClC1=C(OC2=CC=CC3=C2NC(=NS3(=O)=O)NCC3=CC=C(C=C3)F)C=CC=C1